N1=NC=CC2=C1C1=C(CCC2)C=CC=C1 6,7-dihydro-5H-benzo[6,7]cyclohepta[1,2-c]pyridazine